(S)-N1-(1-(2-(Bicyclo[2.1.1]hexan-1-ylamino)-2-oxoethyl)-2-oxo-1,2-dihydropyridin-3-yl)-2-(2-isopropyloxazol-5-carboxamido)-N6-methyl-5-oxohexandiamid C12(CCC(C1)C2)NC(CN2C(C(=CC=C2)NC([C@H](CCC(C(=O)NC)=O)NC(=O)C2=CN=C(O2)C(C)C)=O)=O)=O